ClC=1C(N(C(=CC1OCC1=NC=C(C=C1F)F)C)C1=CC(=NC=C1C)N1C(C=CC(=C1)C(C)(C)O)=O)=O 3-chloro-4-[(3,5-difluoropyridin-2-yl)methoxy]-2'-[5-(2-hydroxy-prop-2-yl)-2-Oxopyridin-1-yl]-5',6-dimethyl-[1,4'-bipyridine]-2-one